BrC=1C=C(N(N1)CC1=NNC=C1)C(=O)NC1=C(C=C(C=C1C(NC)=O)Cl)C 5-bromo-N-[4-chloro-2-methyl-6-(methylcarbamoyl)phenyl]-2-(1H-pyrazol-3-ylmethyl)pyrazole-3-carboxamide